tert-butyl (6-(4-((6-amino-2-butoxy-8-hydroxy-9H-purin-9-yl)methyl)benzamido)hexyl)carbamate NC1=C2N=C(N(C2=NC(=N1)OCCCC)CC1=CC=C(C(=O)NCCCCCCNC(OC(C)(C)C)=O)C=C1)O